COC1=C(C2=C(C=N1)C=NN2C)NS(=O)(=O)C=2C=NN(C2)C2=CC(=NC=C2)C(F)(F)F N-(6-METHOXY-1-METHYL-1H-PYRAZOLO[4,3-C]PYRIDIN-7-YL)-1-(2-(TRIFLUOROMETHYL)PYRIDIN-4-YL)-1H-PYRAZOLE-4-SULFONAMIDE